C(C)(C)(C)OCCOCCO diethylene glycol mono-tertiary butyl ether